C(C)(C)OC(=O)[C@@H]1C[C@H](CCC1)OC=1C=NC(=CC1)C1=C(C(=NO1)C)CN.ClC=1N=C(NC1)OCCN1CCOCC1 4-(2-((4-chloro-1H-imidazol-2-yl)oxy)ethyl)morpholine Isopropyl-(1S,3S)-3-((6-(4-(aminomethyl)-3-methylisoxazol-5-yl)pyridin-3-yl)Oxy)cyclohexane-1-carboxylate